(3-bromo-5-fluoro-4-methoxyphenyl)tetrahydro-2H-pyran-4-ol BrC=1C=C(C=C(C1OC)F)C1OCCC(C1)O